4-(4-(4-cyanopiperazin-1-yl)phenyl)-6-(1-methyl-1H-pyrazol-4-yl)pyrazolo[1,5-a]pyridine-3-carbonitrile C(#N)N1CCN(CC1)C1=CC=C(C=C1)C=1C=2N(C=C(C1)C=1C=NN(C1)C)N=CC2C#N